N-[(1R)-1-(3-bromo-4-methoxy-phenyl)ethyl]-2-methyl-5-(1-methyl-4-piperidyl)benzamide BrC=1C=C(C=CC1OC)[C@@H](C)NC(C1=C(C=CC(=C1)C1CCN(CC1)C)C)=O